C(C1=CC=CC=C1)OC1=C(N=C(NC1=O)COCCSC)C(=O)OCC ethyl 5-(benzyloxy)-2-{[2-(methylsulfanyl)ethoxy]methyl}-6-oxo-1H-pyrimidine-4-carboxylate